(trans-3-Methyl-5-(8-trifluoromethyl-quinolin-5-yl)-piperidin-1-yl)-ethanol C[C@@H]1CN(C[C@H](C1)C1=C2C=CC=NC2=C(C=C1)C(F)(F)F)C(C)O